NC=1SC2=C(N1)C(=CC=C2F)C2=C1C(=NC(=C2C)N2CC3(CN(C3)C(C=C)=O)CC2)CC(OC1)(C)C 1-(6-(4-(2-amino-7-fluoro-1,3-benzothiazol-4-yl)-3,7,7-trimethyl-7,8-dihydro-5H-pyrano[4,3-b]pyridin-2-yl)-2,6-diazaspiro[3.4]octan-2-yl)-2-propen-1-one